(2R,3S,5S)-3-(benzyloxy)-2-((benzyloxy)methyl)-5-(tert-butoxy)-cyclopentan-1-one C(C1=CC=CC=C1)O[C@@H]1[C@H](C([C@H](C1)OC(C)(C)C)=O)COCC1=CC=CC=C1